ClC1=NC=C2C=C(N=C(C2=C1)SC)C=NO 7-chloro-1-(methylthio)-2,6-naphthyridine-3-carbaldehyde oxime